(S)-N-(1-(azetidin-3-yl)ethyl)-5-(4-(trifluoromethyl)phenoxy)-2-naphthamide N1CC(C1)[C@H](C)NC(=O)C1=CC2=CC=CC(=C2C=C1)OC1=CC=C(C=C1)C(F)(F)F